(7-bromo-2-chloro-8-fluoro-6-iodoquinazolin-4-yl)-3,8-diazabicyclo[3.2.1]octane-8-carboxylic acid tert-butyl ester C(C)(C)(C)OC(=O)N1C2(CNCC1CC2)C2=NC(=NC1=C(C(=C(C=C21)I)Br)F)Cl